4-(2-chloro-6-methoxypyridin-3-yl)but-3-yn-1-ol ClC1=NC(=CC=C1C#CCCO)OC